ClC=1C2=C(N=C(N1)CNC(OC(C)(C)C)=O)C=NC=C2 tert-butyl ((4-chloropyrido[3,4-d]pyrimidin-2-yl)methyl)carbamate